C(C)(C)(C)OC(=O)N1CCCC2=CC(=CC=C12)C(=O)O 1-(tert-butoxycarbonyl)-1,2,3,4-tetrahydroquinoline-6-carboxylic acid